2-(4-methylphenoxy)-N-(2-methylsulfanyl-ethyl)-N-phenylacetamide CC1=CC=C(OCC(=O)N(C2=CC=CC=C2)CCSC)C=C1